[I-].CC(CCC)P(CCCC)CCCC methyltributylphosphine iodide